COC(C1=C(C=C(C=C1)C1=CC=CC=2CN(COC21)C(C2=C(C=C(C=C2Cl)C=2C=NN(C2)C2OCC2)Cl)=O)N2CCOCC2)=O 4-[3-[2,6-dichloro-4-[1-(oxetan-2-yl)pyrazol-4-yl]benzoyl]-2,4-dihydro-1,3-benzoxazin-8-yl]-2-morpholin-4-ylbenzoic acid methyl ester